C(C)(C)(C)C1N(CCN(C1)CCOC1=CC(=C(C=C1)C=1N(C2=NC=NC(=C2N1)OC1(CC1)CC)CC1=CC=CC=C1)Cl)C(=O)OCCCO 1,3-propanediol tert-butyl-4-(2-(4-(9-benzyl-6-(1-ethylcyclopropoxy)-9H-purin-8-yl)-3-chlorophenoxy)ethyl)piperazine-1-carboxylate